4-(4-aminopyrimidin-2-yl)thiazol-2-amine NC1=NC(=NC=C1)C=1N=C(SC1)N